Methyl 2,5-dimethyl-2H-1,2,6-thiadiazine-3-carboxylate 1,1-dioxide CN1S(N=C(C=C1C(=O)OC)C)(=O)=O